CC=1N(C(=CC1)C)C=1SC(=NN1)N1N=CC=C1 2-(2,5-dimethylpyrrol-1-yl)-5-(pyrazol-1-yl)-1,3,4-thiadiazole